(R)-1-(tert-butyldimethylsilyloxymethyl)-2,2-difluoroethylamine [Si](C)(C)(C(C)(C)C)OC[C@H](C(F)F)N